[Tm].[Sn] Tin thulium